CN([C@@]1(CN(CCC1)C1=CC(=C(C(=C1)F)S(=O)(=O)NC1=NC=CC=N1)F)CCC1=CC(=CC=C1)C(F)(F)F)C (S)-4-(3-(Dimethylamino)-3-(3-(trifluoromethyl)phenethyl)-piperidin-1-yl)-2,6-difluoro-N-(pyrimidin-2-yl)benzenesulfonamide